4-(bromo(4,5-dichloro-2-methoxyphenyl)methyl)piperidine BrC(C1CCNCC1)C1=C(C=C(C(=C1)Cl)Cl)OC